geranyl acetate butyrate C(CCC)(=O)O.C(C)(=O)OC\C=C(/C)\CCC=C(C)C